N-(5-cyclopropyl-1H-pyrazol-3-yl)-2-(8-methyl-2,8-diazaspiro[3.5]non-2-yl)pyrimidin-4-amine C1(CC1)C1=CC(=NN1)NC1=NC(=NC=C1)N1CC2(C1)CCCN(C2)C